1H-pyrrolo[2,3-d]pyrimidin-4(7H)-one oxime hydrochloride Cl.N1C=NC(C2=C1NC=C2)=NO